N-((R)-1-(2-fluoro-3-(trifluoromethyl)phenyl)ethyl)-2-methylpropane-2-sulfinamide FC1=C(C=CC=C1C(F)(F)F)[C@@H](C)NS(=O)C(C)(C)C